N[C@H](C(=O)N(C)[C@H]([C@@H](CC(=O)N1[C@@H](CCC1)[C@@H]([C@H](C(=O)N[C@@H](CC1=CC=CC=C1)C(=O)OC)C)OC)OC)[C@H](CC)C)C(C)C Methyl ((2R,3R)-3-((S)-1-((3R,4S,5S)-4-((S)-2-amino-N,3-dimethylbutanamido)-3-methoxy-5-methylheptanoyl)pyrrolidin-2-yl)-3-methoxy-2-methylpropanoyl)-L-phenylalaninate